O=C1OCC(N1CCNC(OC(C)(C)C)=O)=O Tert-butyl (2-(2,4-dioxooxazolidin-3-yl)ethyl)carbamate